Cl.N[C@H](C(=O)O)CC1CC=C(CC1)C1=CSC2=C1N=CN=C2OC(C(F)(F)F)C2=C(C=C(C=C2)Cl)C2=CC=C(C=C2)F (2S)-2-amino-3-(4-(4-(1-(5-chloro-4'-fluoro-[1,1'-biphenyl]-2-yl)-2,2,2-trifluoroethoxy)thieno[3,2-d]pyrimidin-7-yl)cyclohex-3-en-1-yl)propanoic acid hydrochloride